C(C)(C)(C)N1N=C(C(=C1C)O)C1=CC(=CC(=C1)C(C)(C)C)C(C)(C)C 1-(tert-Butyl)-3-(3,5-di(tert-butyl)phenyl)-5-methyl-pyrazol-4-ol